FC1COCCC1=O E-3-fluoro-dihydro-2H-pyran-4(3H)-one